N=1C(=CN2C1CN(CC2)C(=O)OC(C)(C)C)C(=O)OCC 7-(tert-butyl) 2-ethyl 5,6-dihydroimidazo[1,2-a]pyrazine-2,7(8H)-dicarboxylate